COC(C1=NC(=CC=C1)C1CNCC1)=O 6-(pyrrolidin-3-yl)picolinic acid methyl ester